3-(1'-(3-cyclopropylbenzyl)-6-oxo-6,8-dihydro-2H,7H-spiro[furo[2,3-e]isoindole-3,4'-piperidin]-7-yl)piperidine-2,6-dione C1(CC1)C=1C=C(CN2CCC3(CC2)COC2=C4CN(C(C4=CC=C23)=O)C2C(NC(CC2)=O)=O)C=CC1